FC(C(=O)O)(F)F.N1CC(C1)N1CCC(CC1)N1CCN(CC1)C1=NC=CC(=N1)COC1=CC=C(C=C1)C(C)(C)C=1C=C(C(=C(C#N)C1)OCCCl)Cl 5-(2-(4-((2-(4-(1-(azetidin-3-yl)piperidin-4-yl)piperazin-1-yl)pyrimidin-4-yl)methoxy)phenyl)propan-2-yl)-3-chloro-2-(2-chloroethoxy)benzonitrile trifluoroacetate